tert-butyl 2-[7-(2-cyano-3,6-difluoro-phenoxy)quinoxalin-2-yl]-2,8-diazaspiro[4.5]decane-8-carboxylate C(#N)C1=C(OC2=CC=C3N=CC(=NC3=C2)N2CC3(CC2)CCN(CC3)C(=O)OC(C)(C)C)C(=CC=C1F)F